tert-butyl rel-(3R,5S)-5-(benzyloxy)-3-hydroxyazepane-1-carboxylate C(C1=CC=CC=C1)O[C@@H]1C[C@H](CN(CC1)C(=O)OC(C)(C)C)O |o1:8,10|